(S)-N-(3-(4-(1-acetyl-4-acryloylpiperazin-2-yl)-6-chloropyridin-2-yl)phenyl)acetamide C(C)(=O)N1[C@H](CN(CC1)C(C=C)=O)C1=CC(=NC(=C1)Cl)C=1C=C(C=CC1)NC(C)=O